N-(2-((5-chloro-2-((6-(4-(4-methylpiperazin-1-yl)piperidin-1-yl)pyridin-3-yl)amino)pyrimidin-4-yl)amino)phenyl)methanesulfonamide ClC=1C(=NC(=NC1)NC=1C=NC(=CC1)N1CCC(CC1)N1CCN(CC1)C)NC1=C(C=CC=C1)NS(=O)(=O)C